Ethyl (6'R,7a'R)-2''-bromo-2''-fluoro-3'-oxodihydro-5'H-dispiro[cyclopropane-1,1'-pyrrolizine-6',1''-cyclopropane]-7a'(7'H)-carboxylate BrC1([C@]2(C1)CN1C(CC3([C@]1(C2)C(=O)OCC)CC3)=O)F